C(C)O[Si](C(CNC(C(C)O)=O)C)(OCC)OCC N-(2-Triethoxysilylpropyl)-2-hydroxypropanamid